OCC(NCC(CS(=O)(=O)O)O)(CO)CO N-[tris(hydroxymethyl)methyl]-3-amino-2-hydroxy-propanesulfonic acid